N-[(6-bromopyridin-3-yl)methyl]-2-methoxyethan-1-amine BrC1=CC=C(C=N1)CNCCOC